1-(7-(2-aminobenzo[d]-thiazol-4-yl)-6-chloro-8-fluoro-2-(((S)-1-methyl-pyrrolidin-2-yl)methoxy)-quinazolin-4-yl)-1,4-diazepan-6-ol NC=1SC2=C(N1)C(=CC=C2)C2=C(C=C1C(=NC(=NC1=C2F)OC[C@H]2N(CCC2)C)N2CCNCC(C2)O)Cl